sodium N-[3-(dimethylamino)propyl]sulfonamide CN(CCCNS(=O)=O)C.[Na]